(S)-N-(3-((1-acetyl-2,2-dimethylazetidin-3-yl)oxy)-1-methyl-1H-pyrazol-4-yl)carboxamide C(C)(=O)N1C([C@H](C1)OC1=NN(C=C1NC=O)C)(C)C